(S)-(3-(5-Bromo-2-((1-hydroxypropan-2-yl)amino)pyrimidin-4-yl)-1H-indol-7-yl)dimethyl-Phosphine oxide BrC=1C(=NC(=NC1)N[C@H](CO)C)C1=CNC2=C(C=CC=C12)P(C)(C)=O